CC=1N(C=CN1)S(=O)(=O)N1C(=NC=C1)C 2-methyl-1-(2-methylimidazol-1-yl)sulfonyl-imidazole